4,4-bis(2-ethylhexyl)-4H-cyclopenta-[2,1-b:3,4-b']dithiophene C(C)C(CC1(C2=C(SC=C2)C=2SC=CC21)CC(CCCC)CC)CCCC